N1(C=NC=C1)C1=NC=C(C#N)C=C1 6-(1H-imidazol-1-yl)nicotinonitrile